ClC1=NC(=C(C(=O)N(C)OC)C=C1)NCC1=CC=C(C=C1)OC 6-chloro-N-methoxy-2-((4-methoxybenzyl)amino)-N-methylnicotinamide